NC1=C(C=C(C=N1)NC(C(=O)N1[C@H](CC[C@@H](C1)C)C=1C=C2C=NNC2=CC1)=O)C (6-amino-5-methyl-3-pyridyl)-2-[(2R,5S)-2-(1H-indazol-5-yl)-5-methyl-1-piperidyl]-2-oxo-acetamide